COCCCN methyl(3-aminopropyl)ether